ethyl 1-(2-chlorophenyl)-5-amino-1H-pyrazole-4-carboxylate ClC1=C(C=CC=C1)N1N=CC(=C1N)C(=O)OCC